tert-butyl 3-{4-chloro-5-iodo-7-methyl-7H-pyrrolo[2,3-d]pyrimidin-6-yl}-3-hydroxypyrrolidine-1-carboxylate ClC=1C2=C(N=CN1)N(C(=C2I)C2(CN(CC2)C(=O)OC(C)(C)C)O)C